7-(3-fluorophenyl)-5,6,7,8-tetrahydro-2,7-naphthyridine-3-carboxylic acid FC=1C=C(C=CC1)N1CCC=2C=C(N=CC2C1)C(=O)O